bis-tertiary butyl-amino-silane (2R)-ethyl-2-acetoxy-3-(5-((E)-2-(2,2-dimethyl-1,3-dioxolan-4-yl)vinyl)-2-((2-(2-methoxyphenyl)pyrimidin-4-yl)methoxy)phenyl)propanoate C(C)OC([C@@H](CC1=C(C=CC(=C1)\C=C\C1OC(OC1)(C)C)OCC1=NC(=NC=C1)C1=C(C=CC=C1)OC)OC(C)=O)=O.C(C)(C)(C)[SiH](N)C(C)(C)C